3-Cyclopropyl-5-methyl-octadecan-3-ol C1(CC1)C(CC)(CC(CCCCCCCCCCCCC)C)O